ClC=1C=C(C=C(C1)C1=NC=C(C=N1)F)C1(COC2(CC2)CN1C(C=C)=O)C 1-(6-(3-chloro-5-(5-fluoropyrimidin-2-yl)phenyl)-6-methyl-4-oxa-7-azaspiro[2.5]octan-7-yl)prop-2-en-1-one